isovaleryl methacrylate C(C(=C)C)(=O)OC(CC(C)C)=O